6-methyl-N-(6-methyl-5-(7-(methylamino)-1,6-naphthyridin-3-yl)pyridin-3-yl)-5,6,7,8-tetrahydroimidazo[1,2-a]pyridine-3-carboxamide CC1CCC=2N(C1)C(=CN2)C(=O)NC=2C=NC(=C(C2)C=2C=NC1=CC(=NC=C1C2)NC)C